trans-4-((tert-butoxycarbonyl)amino)cyclohexanecarboxylic acid C(C)(C)(C)OC(=O)N[C@@H]1CC[C@H](CC1)C(=O)O